FC(C1=CC=C(CNC2=CC=C(C=N2)NC(OCC)=O)C=C1)(F)F Ethyl (6-((4-(trifluoromethyl)benzyl)amino)pyridin-3-yl)carbamate